tert-butyl 5-[([1-[5-(5-fluoro-2-methoxypyridin-4-yl)-1H-pyrazole-3-carbonyl]piperidin-4-yl]formamido)methyl]-3,3-dimethyl-2H-indole-1-carboxylate FC=1C(=CC(=NC1)OC)C1=CC(=NN1)C(=O)N1CCC(CC1)C(=O)NCC=1C=C2C(CN(C2=CC1)C(=O)OC(C)(C)C)(C)C